dimethyl 2-(2-methoxy-5-(methylthio)pyridin-4-yl)-2-methylmalonate COC1=NC=C(C(=C1)C(C(=O)OC)(C(=O)OC)C)SC